tert-Butyl 3-oxo-3',7'-bis(((trifluoromethyl)sulfonyl)oxy)-3H-dispiro[isobenzofuran-1,10'-dibenzo[b,e]siline-5',1''-silinane]-6-carboxylate O=C1OC2(C3=C(C=C(C=C3)OS(=O)(=O)C(F)(F)F)[Si]3(CCCCC3)C3=C2C=CC(=C3)OS(=O)(=O)C(F)(F)F)C3=CC(=CC=C13)C(=O)OC(C)(C)C